N[C@H]1CS(C2=C(N(C1=O)CC1=CC=C(C=C1)OC1=CC=CC=C1)C=C(C(=C2)F)C2=NN=NN2CS(=O)(=O)C)(=O)=O (3R)-3-amino-8-fluoro-7-[1-(methylsulfonylmethyl)tetrazol-5-yl]-1,1-dioxo-5-[(4-phenoxyphenyl)methyl]-2,3-dihydro-1λ6,5-benzothiazepine-4-One